4-(7-(3,4-dimethoxyphenyl)pyrazolo[1,5-a]pyrimidine-2-carboxamido)benzoic acid COC=1C=C(C=CC1OC)C1=CC=NC=2N1N=C(C2)C(=O)NC2=CC=C(C(=O)O)C=C2